C(#N)C1(COCC1)C1=CC=C(C=C1)C(C(=O)OCC)C ethyl 2-[4-(3-cyanotetrahydrofuran-3-yl)phenyl]propanoate